tert-Butyl (S)-3-(4-((3-(2,3-difluoro-4-methoxyphenyl)imidazo[1,2-a]pyrazin-8-yl)amino)-2-methylbenzamido)pyrrolidine-1-carboxylate FC1=C(C=CC(=C1F)OC)C1=CN=C2N1C=CN=C2NC2=CC(=C(C(=O)N[C@@H]1CN(CC1)C(=O)OC(C)(C)C)C=C2)C